C1=NC=CC2=C(C=CC=C12)[C@H](C)N[S@](=O)C(C)(C)C (R)-N-((S)-1-(isoquinolin-5-yl)-ethyl)-2-methylpropane-2-sulfinamide